C(\C=C(/C)\CCC=C(C)C)CC(=O)O.ClC1=CNC=2N=C(N=C(C21)C2=CC=CC=C2)NC2=C(C=C(C=C2)C(=O)N2CCOCC2)OC (4-((5-chloro-4-phenyl-7H-pyrrolo[2,3-d]pyrimidin-2-yl)amino)-3-methoxyphenyl)(morpholinyl)methanone Geranyl-acetate